OCC1=CC=C(O1)/C=N/O (E)-5-(hydroxymethyl)furan-2-formaldehyde oxime